COC1=C(C(=O)O)C=C(C=C1)OC 2,5-Dimethoxybenzoic acid